(3-Aminopropyl)trimethoxy-silane NCCC[Si](OC)(OC)OC